N1=CNC2=NC=CC(=C21)C=2C=NN(C2)C2=CC=C(C=N2)C(C(F)(F)F)(CCS(=O)(=O)C)O (6-(4-(3H-imidazo[4,5-b]pyridin-7-yl)-1H-pyrazol-1-yl)pyridin-3-yl)-1,1,1-trifluoro-4-(methylsulfonyl)butan-2-ol